[2-(aminomethyl)-3,3-difluoro-allyl]-4-[5-[6-(trifluoromethyl)-3-pyridinyl]pyrazin-2-yl]-1,2,4-triazol-3-one trifluoroacetate salt FC(C(=O)O)(F)F.NCC(CC=1N(C(NN1)=O)C1=NC=C(N=C1)C=1C=NC(=CC1)C(F)(F)F)=C(F)F